COC(C)C1=C(C=NC2=CC=NC(=C12)C)NC(=O)NC=1C=NC(=C(C1)C(F)(F)F)N1N=CC=N1 N-(4-(1-methoxyethyl)-5-methyl-1,6-naphthyridin-3-yl)-N'-(6-(2H-1,2,3-triazol-2-yl)-5-(trifluoromethyl)pyridin-3-yl)urea